N,N-bis-(2-oleoylethyl)N-2-hydroxyethyl-ammonium methyl-sulfate COS(=O)(=O)[O-].C(CCCCCCC\C=C/CCCCCCCC)(=O)CC[NH+](CCO)CCC(CCCCCCC\C=C/CCCCCCCC)=O